BrC1=CC2=C(CC[C@@H](CC2)N2C3COCC2C3)C=C1 6-[(7S)-3-bromo-6,7,8,9-tetrahydro-5H-benzo[7]annulen-7-yl]-3-oxa-6-azabicyclo[3.1.1]heptane